CC1=NC(=CC=C1C=1C=C(C=CC1)C1=CC(=NC(=C1)N1C2=CC=C(C=C2C=2C=C(C=CC12)N1C2=CC=CC=C2C=2C=CC=CC12)N1C2=CC=CC=C2C=2C=CC=CC12)N1C2=CC=C(C=C2C=2C=C(C=CC12)N1C2=CC=CC=C2C=2C=CC=CC12)N1C2=CC=CC=C2C=2C=CC=CC12)C 9',9''''-(4-(3-(2,6-dimethylpyridin-3-yl)phenyl)pyridine-2,6-diyl)bis(9'H-9,3':6',9''-tercarbazole)